3-(aminomethyl)-4-(prop-2-yl)benzoic acid methyl ester COC(C1=CC(=C(C=C1)C(C)C)CN)=O